CN1C(OC2=C1C=CC(=C2)N2C(N(C(C=1N=CNC21)=O)C2CCC1=C(C=CC=C21)C(F)(F)F)=O)=O 3-(3-methyl-2-oxo-2,3-dihydrobenzo[d]oxazol-6-yl)-1-(4-(trifluoromethyl)-2,3-dihydro-1H-inden-1-yl)-3,9-dihydro-1H-purine-2,6-dione